Methyl 6-methoxy-2-((1r,4r)-4-(N-methylacetamido)cyclohexyl)-2H-indazole-5-carboxylate COC=1C(=CC2=CN(N=C2C1)C1CCC(CC1)N(C(C)=O)C)C(=O)OC